1-(3-chloro-2-fluorobenzyl)-4-((4-chloro-5-fluoro-6-((5-methyl-1H-pyrazol-3-yl)amino)pyridin-2-yl)methyl)piperidine-4-carboxylic acid ClC=1C(=C(CN2CCC(CC2)(C(=O)O)CC2=NC(=C(C(=C2)Cl)F)NC2=NNC(=C2)C)C=CC1)F